CC1=C(C=NC(=C1)NC(C)C)C1=NN2C(N=CC=C2)=C1C(=O)N[C@@H]1C(NC2=C(C(=N1)C1=CC=CC=C1)C=CC=C2F)=O 2-[4-methyl-6-(propan-2-ylamino)pyridin-3-yl]-N-[(3S)-9-fluoro-2-oxo-5-phenyl-1,3-dihydro-1,4-benzodiazepine-3-Yl]pyrazolo[1,5-a]pyrimidine-3-carboxamide